2-chloro-4-[(4-hydroxy-3-methoxybenzyl)amino]pyrimidin-5-carboxamide ClC1=NC=C(C(=N1)NCC1=CC(=C(C=C1)O)OC)C(=O)N